[15N2]urea [15NH2]C(=O)[15NH2]